ClC1=CC=C(CO)C=C1 4-Chlorobenzyl alcohol